C1(=CC=CC=C1)C1=NN=C(S1)CN1N=C(C=CC1=O)C=1C=NC(=NC1)OCC(F)(F)F 2-((5-phenyl-1,3,4-thiadiazol-2-yl)methyl)-6-(2-(2,2,2-trifluoroethoxy)pyrimidin-5-yl)pyridazin-3(2H)-one